(S)-1-(oxetan-2-ylmethyl)-2-((4-(3-phenoxy-1H-pyrazol-1-yl)piperidin-1-yl)methyl)-1H-benzo[d]imidazole-6-carboxylic acid O1[C@@H](CC1)CN1C(=NC2=C1C=C(C=C2)C(=O)O)CN2CCC(CC2)N2N=C(C=C2)OC2=CC=CC=C2